tert-butyl 4-((1s,4r)-4-(4-(4-(2,2,2-trifluoroacetamido)phenyl)piperidin-1-yl)cyclohexyl)butanoate FC(C(=O)NC1=CC=C(C=C1)C1CCN(CC1)C1CCC(CC1)CCCC(=O)OC(C)(C)C)(F)F